4-(1-benzothiophen-2-yl)-4-methoxypiperidine S1C(=CC2=C1C=CC=C2)C2(CCNCC2)OC